5-(Methoxycarbonyl)-2-pyridinecarboxylic acid COC(=O)C=1C=CC(=NC1)C(=O)O